CCCCCCCCCCCCC/C=C/[C@@H]([C@@H](CO)N)O The molecule is a (2R,3S)-2-aminooctadec-4-ene-1,3-diol in which the double bond has E geochemistry. It is a conjugate base of a L-erythro-sphingosine(1+). It is an enantiomer of a sphingosine.